CS(=O)(=O)OC1C(CN(CC1)CC=1C=C2CN(C(C2=CC1)=O)C1C(NC(CC1)=O)=O)F 1-((2-(2,6-dioxopiperidin-3-yl)-1-oxoisoindolin-5-yl)methyl)-3-fluoropiperidin-4-yl methanesulfonate